(8S,13S)-8,13-dimethyl-19-(oxan-2-yl)-7,11,14-trioxa-4,19,20-triazatetracyclo[13.5.2.12,6.018,21]tricosa-1(20),2(23),3,5,15(22),16,18(21)-heptaene C[C@@H]1OC2=CN=CC(C3=NN(C=4C=CC(O[C@H](COCC1)C)=CC34)C3OCCCC3)=C2